FC(C(=O)NC=1C=C2C(=NC=NC2=CC1O[C@H]1CN(CC1)C)NC1=CC(=NC=C1)C1=C(C=CC=C1)F)=C (R)-2-fluoro-N-(4-((2-(2-fluorophenyl)pyridin-4-yl)amino)-7-((1-Methylpyrrolidin-3-yl)oxy)quinazolin-6-yl)acrylamide